FC(C1=C(C(=O)C=2C=C(NC2)C2=NC3=C(N2)C=C(C=C3)[C@@H]3CN(CC3)C(C)=O)C=CC=C1)(F)F (R)-1-(3-(2-(4-(2-(trifluoromethyl)benzoyl)-1H-pyrrol-2-yl)-1H-benzo[d]imidazol-6-yl)pyrrolidin-1-yl)ethan-1-one